2-aminoethyl-carbamoylguanosine-5'-triphosphate P(O)(=O)(OP(=O)(O)OP(=O)(O)O)OC[C@@H]1[C@H]([C@]([C@@](O1)(N1C=NC=2C(=O)NC(N)=NC12)C(N)=O)(O)CCN)O